C1(CC1)OC=1C=NC=C(C(=O)N(C)C2CC2)C1 5-cyclopropoxy-N-cyclopropyl-N-methylnicotinamide